Benzyl-{1-[3-(4-fluoro-phenyl)-adamantan-1-yl]-ethyl}-amine C(C1=CC=CC=C1)NC(C)C12CC3(CC(CC(C1)C3)C2)C2=CC=C(C=C2)F